C(N)(=O)C=1C=CC(=C(C1)NC(C1=C(C=CC=C1C(F)(F)F)OC1=C(C=C(C=C1)F)Cl)=O)C N-(5-carbamoyl-2-methylphenyl)-2-(2-chloro-4-fluorophenoxy)-6-(trifluoromethyl)benzamide